C1(=CC(=CC=C1)C[C@H]1[C@H](CCC=2N1C(N(C2)CC)=O)NS(=O)(=O)C)C2=CC=CC=C2 |r| rac-N-{(5S,6S)-5-[([1,1'-biphenyl]-3-yl)methyl]-2-ethyl-3-oxo-2,3,5,6,7,8-hexahydroimidazo[1,5-a]pyridin-6-yl}methanesulfonamide